oxalic acid, chloride C(C(=O)Cl)(=O)Cl